indolooxazine C1=CC2=C3C(=CC=NO3)N=C2C=C1